CC1N(C(CC1)C)[Si](C)(C)C 2,5-dimethylpyrrolidinotrimethylsilane